(+-)-4-(3-(2-fluorophenyl)-6,6-dimethyl-1,4-oxazepan-4-yl)-6-methylpyrimidin-2-amine FC1=C(C=CC=C1)[C@@H]1COCC(CN1C1=NC(=NC(=C1)C)N)(C)C |r|